NCCC(CC)([O-])[O-] Aminoethylpropanediolate